CC1=CC=C(C=C1)C=1N(C=CN1)CCC(=O)O (4-methylphenyl)-1H-imidazol-1-propionic acid